C(C)(C)OC(C[C@@H]1C[C@H](CC1)OC=1C=CC(=NC1C)C=1N=NN(C1C(=O)O)C)=O |r| (±)-Trans-4-(5-((3-(2-isopropoxy-2-oxoethyl)cyclopentyl)oxy)-6-methylpyridin-2-yl)-1-methyl-1H-1,2,3-triazole-5-carboxylic acid